C1(CC1)N(C1=C(C(=NC=N1)NCC=1C=NC(=CC1)OC)F)CC1=CC=C(C=C1)C(F)(F)F N6-cyclopropyl-5-fluoro-N4-[(6-methoxy-3-pyridyl)methyl]-N6-[[4-(trifluoromethyl)phenyl]methyl]pyrimidine-4,6-diamine